O=C1NC(CCC1N1C(C2=CC=C(C=C2C1=O)N1CCN(CC1)CCC(=O)N1CCC(CC1)OC=1C=C(C=CC1)NC([C@H](C)C1CCC(CC1)C1=CC=NC2=CC=C(C=C12)F)=O)=O)=O (2R)-N-(3-((1-(3-(4-(2-(2,6-dioxopiperidin-3-yl)-1,3-dioxoisoindolin-5-yl)piperazin-1-yl)propanoyl)piperidin-4-yl)oxy)phenyl)-2-((1s,4S)-4-(6-fluoroquinolin-4-yl)cyclohexyl)propanamide